C(C)NC1=CN=CC(=N1)OC1CNCC1 3-((6-(ethylamino)pyrazin-2-yl)oxy)pyrrolidin